C(N)(=O)C1=C2C(C(=C(NC2=CC=N1)C=1C(=NC(=C(C1)C)C(F)(F)F)OC1=C(C(=C(C=C1)F)F)C)C(=O)OC)=O methyl 5-carbamoyl-2-[2-(3,4-difluoro-2-methyl-phenoxy)-5-methyl-6-(trifluoromethyl)-3-pyridyl]-4-oxo-1H-1,6-naphthyridine-3-carboxylate